(S)-quinuclidin-3-yl((R)-6-(4-butylphenyl)-2,2-dimethyl-1,2,3,4-tetrahydronaphthalen-1-yl) carbamate C(N)(O[C@@]1(C(CCC2=CC(=CC=C12)C1=CC=C(C=C1)CCCC)(C)C)[C@@H]1CN2CCC1CC2)=O